BrC=1C(=CC2=C(N=NC=3CCCCC23)C1)Cl 3-bromo-2-chloro-7H,8H,9H,10H-benzo[c]cinnoline